C(C)(C)(C)OC(=O)N1C(N(C2=C1C=CC=C2)C=2C=NC(=C(C2)C)C)=O 3-(5,6-Dimethylpyridin-3-yl)-2-oxo-2,3-dihydro-1H-benzo[d]imidazole-1-carboxylic acid tert-butyl ester